FC(CN1C(=NC=2C1=NC(=CC2)C=2C=CN1N=C(N=C(C12)NC)N[C@@H]1[C@@H](CN(CC1)C(C)=O)F)C)F 1-((3R,4S)-4-((5-(3-(2,2-Difluoroethyl)-2-methyl-3H-imidazo[4,5-b]pyridin-5-yl)-4-(methylamino)pyrrolo[2,1-f][1,2,4]triazin-2-yl)amino)-3-fluoropiperidin-1-yl)ethan-1-one